3-(4-((7-(((1S,3S)-3-hydroxycyclohexyl)amino)heptyl)thio)-1-oxoisoindolin-2-yl)piperidine-2,6-dione O[C@@H]1C[C@H](CCC1)NCCCCCCCSC1=C2CN(C(C2=CC=C1)=O)C1C(NC(CC1)=O)=O